SUCROSE DISTEARATE CCCCCCCCCCCCCCCCCC(=O)O[C@@H]1[C@H]([C@@H]([C@H](O[C@]1([C@@]2([C@H]([C@@H]([C@H](O2)CO)O)O)CO)OC(=O)CCCCCCCCCCCCCCCCC)CO)O)O